3-[(3S,4R)-3-methyl-6-(7H-pyrrolo[2,3-d]pyrimidine-4-yl)-1,6-diazaspiro[3.4]octane-1-yl]-3-oxopropanenitrile C[C@H]1CN([C@@]12CN(CC2)C=2C1=C(N=CN2)NC=C1)C(CC#N)=O